FC1CN(C1)C1CCC(CC1)C=1SC2=C(N1)C(=C(N2)C=2C(=C(C(N(C2)C)=O)C)C)C(C)C 5-(2-(4-(3-fluoroazetidin-1-yl)cyclohexyl)-6-isopropyl-4H-pyrrolo[3,2-d]thiazol-5-yl)-1,3,4-trimethylpyridin-2(1H)-one